ClC1=C(CC2=CC=CC3=C2NC(=NS3(=O)=O)NCC=3C=NC=CC3OC)C=CC=C1 5-(2-chlorobenzyl)-3-(((4-methoxypyridin-3-yl)methyl)amino)-4H-benzo[e][1,2,4]thiadiazine 1,1-dioxide